FC1=C(C=C(C(=C1)C1=NC2=CC=C(N=C2C=C1)C(F)(F)F)C)N1C(C2=C(CC1)C=NN2C)=O 6-(2-fluoro-5-methyl-4-(6-(trifluoromethyl)-1,5-naphthyridin-2-yl)phenyl)-1-methyl-1,4,5,6-tetrahydro-7H-pyrazolo[3,4-c]pyridin-7-one